CC1(CCC1)NCC1=CC(=C2CN(C(C2=C1)=O)C1=CC(=CC(=N1)NCCC#N)C1(CC(C1)C)C1=NN=CN1C)SC 3-{[6-(6-{[(1-methylcyclobutyl)amino]methyl}-4-(methylsulfanyl)-1-oxo-3H-isoindol-2-yl)-4-[(1r,3s)-3-methyl-1-(4-methyl-1,2,4-triazol-3-yl)cyclobutyl]pyridin-2-yl]amino}propanenitrile